ClC1=NC=CC(=N1)C=1C=NC=C(C1)C#N 2-chloro-4-(5-cyanopyridin-3-yl)pyrimidine